S1C(=NC2=C1C=CC=C2)SC(C(=O)O)CC(=O)O (2-benzothiazolylthio)-butanedioic acid